C(C)(C)[C@H]1CC[C@H](CC1)N(C(C1=CC(C(=O)N)=CC(=C1)NC(=O)[C@@H]1CC[C@@H](CC1)CCC)=O)[C@@H]1CC[C@@H](CC1)C(C)C N,N-di(cis-4-isopropylcyclohexyl)-5-(cis-4-n-propylcyclohexylcarbonylamino)isophthalamide